C(\C=C\C1=CC(O)=C(O)C=C1)(=O)N(CCCCNCCCN)C(\C=C\C1=CC(O)=C(O)C=C1)=O N,N-dicaffeoyl-spermidine